2-methoxy-5-((4-methylpyridin-3-yl)methoxy)isonicotinaldehyde COC=1C=C(C=O)C(=CN1)OCC=1C=NC=CC1C